ClC1=NC=CC=C1NC(=O)NC(C1=C(C=C(C=C1OC)C1CC1)F)=O N-((2-chloropyridin-3-yl)carbamoyl)-4-cyclopropyl-2-fluoro-6-methoxybenzamide